C(C=C)(=O)NC=1C(=C(C=CC1)SC=1N=CC(=NC1)N1CCC(CC1)(C)CNC(OC(C)(C)C)=O)Cl tert-butyl ((1-(5-((3-acrylamido-2-chlorophenyl)thio)pyrazin-2-yl)-4-methylpiperidin-4-yl)methyl)carbamate